isopropyl 2,5-dihydroxybenzenesulfonate OC1=C(C=C(C=C1)O)S(=O)(=O)OC(C)C